BrC=1N=C2C(=C(C(N(C2=CC1)CC#C)=O)C#N)N1CCN(CC1)C(C1=C(C=CC=C1)O)C1=CC=C(C=C1)F 6-Bromo-4-(4-((4-fluorophenyl)(2-hydroxyphenyl)methyl)piperazin-1-yl)-2-oxo-1-(prop-2-yn-1-yl)-1,2-dihydro-1,5-naphthyridin-3-carbonitril